isothiazolecarboxylic acid anilide S1N=C(C=C1)C(=O)NC1=CC=CC=C1